1-(3-(benzylamino)azetidin-1-yl)-3-(3,5-dimethyl-1-(3-methyl-[1,2,4]triazolo[4,3-b]pyridazin-6-yl)-1H-pyrazol-4-yl)propan-1-one C(C1=CC=CC=C1)NC1CN(C1)C(CCC=1C(=NN(C1C)C=1C=CC=2N(N1)C(=NN2)C)C)=O